CN1C(C2=C(C(=C1)C(C)C1=CC=CC=C1)C=C(N2)C(=O)O)=C=O 6-methyl-7-carbonyl-4-(1-phenylethyl)-6,7-dihydro-1H-pyrrolo[2,3-c]pyridin-2-carboxylic acid